2-{8-[(2-cyano-2-methylideneethyl)amino]-7-methoxynaphthalen-2-yl}-N-(1-methylpiperidin-4-yl)-1,3-thiazole-5-carboxamide C(#N)C(CNC=1C(=CC=C2C=CC(=CC12)C=1SC(=CN1)C(=O)NC1CCN(CC1)C)OC)=C